N1(CCNCC1)C=1C=C(C(=O)N2CCC3=NC(=CC=C32)S(=O)(=O)Cl)C=CC1 1-(3-(piperazin-1-yl)benzoyl)-2,3-dihydro-1H-pyrrolo[3,2-b]pyridine-5-sulfonyl chloride